cis-1-(cyclohexylmethyl)-3-(4-(methoxycarbonyl)phenyl)cyclohexane-1-carboxylic acid C1(CCCCC1)C[C@@]1(C[C@H](CCC1)C1=CC=C(C=C1)C(=O)OC)C(=O)O